phosphonic acid trifluoroacetate FC(C(=O)O)(F)F.P(O)(O)=O